3-methoxy-4-[(3-{5-methoxy-4-[(oxan-4-yl)amino]-1-(2,2,2-trifluoroethyl)-1H-indol-2-yl}prop-2-yn-1-yl)amino]benzene-1-sulfonamide COC=1C=C(C=CC1NCC#CC=1N(C2=CC=C(C(=C2C1)NC1CCOCC1)OC)CC(F)(F)F)S(=O)(=O)N